2,5-dihydroxymethylpiperazine OCC1NCC(NC1)CO